N1(N(C=C(C1)C(=O)[O-])C(=O)[O-])C(=O)[O-] pyrazole-1,2,4(5H)-tricarboxylate